C(C)S(=O)(=O)C1=CC=C(C=C1)[C@H](CO)NC(C1=CC=C(C=C1)N1[C@@H](C[C@H](C1)OC1=CC=C(C=C1)C(F)(F)F)CO[C@@H]1COCC1)=O N-((R)-1-(4-(ethylsulfonyl)phenyl)-2-hydroxyethyl)-4-((2S,4R)-2-((((S)-tetrahydrofuran-3-yl)oxy)methyl)-4-(4-(trifluoromethyl)phenoxy)pyrrolidin-1-yl)benzamide